2-(1-methyl-5-(trifluoromethyl)-1H-pyrazol-3-yl)acetic acid CN1N=C(C=C1C(F)(F)F)CC(=O)O